FC1=NC(=CC=C1C=1CCNCC1)C(=O)N 2-fluoro-1',2',3',6'-tetrahydro-[3,4'-bipyridine]-6-carboxamide